S1C(=NC=C1)NS(=O)(=O)C1=CC=C(C=C1)SC1=CC2=C(NC(=N2)NC(OC)=O)C=C1 methyl (5-((4-(N-(thiazol-2-yl)sulfamoyl)phenyl)thio)-1H-benzo[d]imidazol-2-yl)carbamate